2-chlorophenanthro[3,4-d]thiazole ClC=1SC2=C(N1)C=CC=1C=CC=3C=CC=CC3C12